C(CCCCCCCCCCC)C(CCN(C)C)N dodecyl-N3,N3-dimethylpropane-1,3-diamine